[N+](=O)([O-])C1=C(C=CC(=C1)[N+](=O)[O-])C(C(=O)O)(CN)N 2,4-dinitrophenyl-L-2,3-diaminopropionic acid